hydroiodic acid hydrochloride Cl.I